S1C2=C(C=C1)C(=CC=C2)N2CCN(CC2)CCCCOC2=CC=C1C=CC(N(C1=C2)C(CC2=CC=CC=C2)=O)=O 7-(4-(4-(benzo[b]thiophen-4-yl)piperazin-1-yl)butoxy)-1-(2-phenylacetyl)quinolin-2(1H)-one